3-(2-amino-[1,2,4]triazolo[1,5-a]pyridin-7-yl)-2-fluoro-N-(3-(4-fluorophenyl)-3-hydroxypropyl)-6-methylbenzamide NC1=NN2C(C=C(C=C2)C=2C(=C(C(=O)NCCC(O)C3=CC=C(C=C3)F)C(=CC2)C)F)=N1